phosphinyl sulfide [PH2](=O)S[PH2]=O